Tert-butyl 3-[[1-(2-tert-butoxy-2-oxo-ethyl)-4-(piperazine-1-carbonyl)piperidin-1-ium-1-yl]methyl]azetidine-1-carboxylate formate C(=O)[O-].C(C)(C)(C)OC(C[N+]1(CCC(CC1)C(=O)N1CCNCC1)CC1CN(C1)C(=O)OC(C)(C)C)=O